N[C@H]1C2N(CC1CC2)C(=O)C2=CC1=C(N(C(=N1)C1=CC=3C(=NC=CC3)N1CC1CC1)CC1CN(C1)C(=O)C1=CC=C(C#N)C=C1)C=C2 4-[3-({5-[(7R)-7-amino-2-azabicyclo[2.2.1]heptane-2-carbonyl]-2-[1-(cyclopropylmethyl)-1H-pyrrolo[2,3-b]pyridin-2-yl]-1H-1,3-benzodiazol-1-yl}methyl)azetidine-1-carbonyl]benzonitrile